N1(C=CC2=CC=CC=C12)C(CCC=C)=O 1-(indol-1-yl)pent-4-en-1-one